BrC1=C(N)C=CC=C1 2-Bromoaniline